(2-methyl-[1,1'-biphenyl]-3-yl)methyl ((2-(2,6-dioxopiperidin-3-yl)-3-oxoisoindolin-5-yl)methyl)carbamate O=C1NC(CCC1N1CC2=CC=C(C=C2C1=O)CNC(OCC=1C(=C(C=CC1)C1=CC=CC=C1)C)=O)=O